1-(2-(6-((3,4-Dichlorophenyl)amino)-3,4-dihydro-1H-carbazol-9(2H)-yl)ethyl)guanidine ClC=1C=C(C=CC1Cl)NC=1C=C2C=3CCCCC3N(C2=CC1)CCNC(=N)N